FC1=C(OCC(=O)O[C@]2(CCC3C4CCC5=CC(CCC5C4CC[C@]23CC)=O)C#C)C=CC=C1 (13S,17R)-13-ethyl-17-ethynyl-3-oxo-2,3,6,7,8,9,10,11,12,13,14,15,16,17-tetradecahydro-1H-cyclopenta[a]phenanthren-17-yl (2-fluorophenoxy)acetate